3-Methyl-5-(chlorosulfonyl)benzofuran-2-carboxylic acid ethyl ester C(C)OC(=O)C=1OC2=C(C1C)C=C(C=C2)S(=O)(=O)Cl